FC=1C=C(C=CC1OC)C1=CN=C2N1C=CN=C2NC2=CC(=C(C=C2)C(=O)N2CCC(CC2)C(=O)N2CCN(CC2)C=2N(C=CN2)C)C [4-[[3-(3-fluoro-4-methoxy-phenyl)imidazo[1,2-a]pyrazin-8-yl]amino]-2-methyl-phenyl]-[4-[4-(1-methylimidazol-2-yl)piperazine-1-carbonyl]-1-piperidyl]methanone